OC1CCC(CC1)C(=O)N(C1=NC=CC(=C1)C=1C=NN(C1)C(C)(C)CC)CC12CCC(CC1)(CC2)C2=CC(=C(C=C2)OC)C 4-hydroxy-N-((4-(4-methoxy-3-methylphenyl)bicyclo[2.2.2]oct-1-yl)methyl)-N-(4-(1-(tert-amyl)-1H-pyrazol-4-yl)pyridin-2-yl)cyclohexanecarboxamide